N-[2-cyano-3-(2,3-dihydro-1,4-benzodioxin-6-yl)phenyl]-5,6,7,8-tetrahydro[1,2,4]triazolo[1,5-a]pyrazine-2-carboxamide C(#N)C1=C(C=CC=C1C1=CC2=C(OCCO2)C=C1)NC(=O)C1=NN2C(CNCC2)=N1